(S)-5-((4-(3-Aminopyrrolidin-1-yl)-3-((methylsulfonyl)methyl)phenyl)amino)-7-(cyclopropylamino)pyrazolo[1,5-a]pyrimidin N[C@@H]1CN(CC1)C1=C(C=C(C=C1)NC1=NC=2N(C(=C1)NC1CC1)N=CC2)CS(=O)(=O)C